FC1(CN(CC[C@@H]1N(C(=O)NC=1C(N(C=C(C1)C(F)(F)F)C)=O)C)C1=NC=CN=C1)F (s)-1-(3,3-difluoro-1-(pyrazin-2-yl)piperidin-4-yl)-1-methyl-3-(1-methyl-2-oxo-5-(trifluoromethyl)-1,2-dihydropyridin-3-yl)urea